C(C)C1=NOC(=N1)N1CCC(CC1)C(C)OC=1SC2=NC(=CC=C2N1)C=1C=NC(=CC1)S(=O)(=O)C 2-(1-(1-(3-ethyl-1,2,4-oxadiazol-5-yl)piperidin-4-yl)ethoxy)-5-(6-(methylsulfonyl)pyridin-3-yl)thiazolo[5,4-b]pyridin